di(tert-butyl)hexane C(C)(C)(C)C(CCCCC)C(C)(C)C